3-((1R,3S)-3-((((R)-1-(4-fluoro-3-methoxyphenyl)ethyl)amino)methyl)-1,2,3,4-tetrahydronaphthalen-1-yl)-2,6-dimethylbenzoic acid FC1=C(C=C(C=C1)[C@@H](C)NC[C@H]1C[C@H](C2=CC=CC=C2C1)C=1C(=C(C(=O)O)C(=CC1)C)C)OC